2-(4-((3-(3-hydroxy-4-methoxyphenyl)-2-oxotetrahydropyrimidin-1(2H)-yl)methyl)-1H-pyrrolo[2,3-b]pyridin-1-yl)-N,N-dimethylacetamide OC=1C=C(C=CC1OC)N1C(N(CCC1)CC1=C2C(=NC=C1)N(C=C2)CC(=O)N(C)C)=O